N-azetidinium iodide [I-].[NH2+]1CCC1